FCCCCSC1=C(C=C(C=C1OC)CC(CC)N)OC 1-(4-((4-fluorobutyl)thio)-3,5-dimethoxyphenyl)butan-2-amine